C(C(O)CC(=O)[O-])(=O)[O-].[B+3].C(C(O)CC(=O)[O-])(=O)[O-].C(C(O)CC(=O)[O-])(=O)[O-].[B+3] boron malate